2-tetradecyl-N-ethyl-imidazoline ((2R,3S,5R)-5-(6-amino-2-fluoro-9H-purin-9-yl)-2-ethynyl-3-hydroxy-tetrahydrofuran-2-yl)methyl-3-(1-adamantyl)propanoate NC1=C2N=CN(C2=NC(=N1)F)[C@H]1C[C@@H]([C@@](O1)(C#C)COC(CCC12CC3CC(CC(C1)C3)C2)=O)O.C(CCCCCCCCCCCCC)C=2N(CCN2)CC